Carboxyl-cholesterol C(=O)(O)CC(C)CCC[C@@H](C)[C@H]1CC[C@H]2[C@@H]3CC=C4C[C@@H](O)CC[C@]4(C)[C@H]3CC[C@]12C